N-[8-amino-7-(7-fluoro-1H-indazol-4-yl)-9-oxo-10H-pyrido[2,3-f]quinoxalin-5-yl]cyclopropanesulfonamide NC1=C(C2=C(C=3N=CC=NC3C(=C2)NS(=O)(=O)C2CC2)NC1=O)C1=C2C=NNC2=C(C=C1)F